ClC1=C(C(=O)O)C(=CC=C1C(F)(F)F)N1CCC(CCC1)(F)F 2-chloro-6-(4,4-difluoroazepan-1-yl)-3-trifluoromethyl-benzoic acid